N1CC(=CC=2CCC3=C(C12)N=C1N3C=CC=C1)C(=O)[O-] 1,2,5,6-tetrahydropyrido[2',1':2,3]imidazo[4,5-h]quinoline-3-carboxylate